CN1N=NC2=C1C(=CC=C2)C(=O)O 3-methylbenzotriazole-4-carboxylic Acid